(-)-N-(pyrrol-3-yl)-4-(methyl)amino-10H-cyclohepta[7,6-b]indole-7-carboxamide tartrate C(=O)(O)C(O)C(O)C(=O)O.N1C=C(C=C1)NC(=O)C1=CC=2NC3=C(C=CC=C3C2CC=C1)NC